O[C@H]1C[C@H]2C[C@@H]([C@H]3[C@@H]4CC[C@H]([C@@H](CCC(=O)[O-])C)[C@]4(CC[C@@H]3[C@]2(CC1)C)C)N1N=NC(=C1)CO 3α-hydroxy-7β-(4-hydroxymethyl-1,2,3-triazol-1-yl)-5β-cholanoate